C(CCC)OC(=C)C1=C(C(=O)OC)C=C(C(=C1)OC)OC methyl 2-(1-butoxyvinyl)-4,5-dimethoxybenzoate